BrC=1C=C(C(=C(CNC(O)=O)C1)SC1=NC=CC=C1C=O)C [5-Bromo-2-(3-formyl-pyridin-2-ylsulfanyl)-3-methyl-benzyl]-carbamic acid